ClC=1C=CC2=C(N(CN(S2(=O)=O)[C@H](C(=O)O)[C@H](C)C2=C(C(=CC=C2F)C)C)O)C1 (2S,3R)-2-(6-chloro-4-hydroxy-1,1-dioxido-3,4-dihydro-2H-benzo[e][1,2,4]thiadiazin-2-yl)-3-(6-fluoro-2,3-dimethylphenyl)butanoic acid